ClCCCCOCCCCCl Bis-(4-Chlorobutyl)Ether